C1C(CC2=CC=CC=C12)N1C(C2=CC(=CC(=C2C1)C(C)NC1=C(C(=O)O)C=CC=C1)C)=O 2-((1-(2-(2,3-dihydro-1H-inden-2-yl)-6-methyl-1-oxoisoindolin-4-yl)ethyl)amino)benzoic acid